2-chloro-6-methoxy-1,3-benzoxazole hydrochloride Cl.ClC=1OC2=C(N1)C=CC(=C2)OC